N,N-dibenzyl-1,2-ethanediamine C(C1=CC=CC=C1)N(CCN)CC1=CC=CC=C1